O1N=C(C2=C1C=CC=C2)C(=O)N2CCC(CC2)C(=O)N2N=CCC2C2=CC=CC=C2 benzo[d]isoxazol-3-yl(4-(5-phenyl-4,5-dihydro-1H-pyrazole-1-carbonyl)piperidin-1-yl)methanone